N-tert-butyl-5-[(3S)-3-(methylamino)pyrrolidine-1-carbonyl]pyridin-2-amine dihydrochloride Cl.Cl.C(C)(C)(C)NC1=NC=C(C=C1)C(=O)N1C[C@H](CC1)NC